(Z)-N-(5-(4-(4-((dimethylamino)methyl)-3-phenyl-1H-pyrazol-1-yl)pyrimidin-2-ylamino)-4-methoxy-2-morpholinophenyl)hex-3-enamide CN(C)CC=1C(=NN(C1)C1=NC(=NC=C1)NC=1C(=CC(=C(C1)NC(C\C=C/CC)=O)N1CCOCC1)OC)C1=CC=CC=C1